FC1=C(C=C(C=C1)C=1N=C(NC1C=1C=C2C=NNC2=CC1)C)C 5-(4-(4-Fluoro-3-methylphenyl)-2-methyl-1H-imidazol-5-yl)-1H-indazole